N-(5-fluoro-3-(((2-hydroxyethyl)amino)methyl)pyridin-2-yl)pivalamide FC=1C=C(C(=NC1)NC(C(C)(C)C)=O)CNCCO